3-(2,2-dimethoxyethyl)thiourea COC(CNC(N)=S)OC